2-chloro-7-(1,3-dioxolan-2-ylmethyl)-9-([4-[5-methyl-3-(trifluoromethyl)pyrazol-1-yl]phenyl]methyl)purin-8-one ClC1=NC=C2N(C(N(C2=N1)CC1=CC=C(C=C1)N1N=C(C=C1C)C(F)(F)F)=O)CC1OCCO1